N1CCC2=CC=CC(=C12)C=O 7-INDOLINECARBOXALDEHYDE